6-(methoxymethyl)pyridine COCC1=CC=CC=N1